(R)-1-(4-fluorophenyl)-5-(2-methylpiperazin-1-yl)-1H-indazole FC1=CC=C(C=C1)N1N=CC2=CC(=CC=C12)N1[C@@H](CNCC1)C